copper-palladium-zinc [Zn].[Pd].[Cu]